C(C)C1(NC(N(C(C1)=O)C(CC)C=1C=C(C(=O)N[C@H]2[C@](COC3=CC=CC=C23)(C)O)C=CC1)=N)CC 3-[1-(4,4-diethyl-2-imino-6-oxo-hexahydropyrimidin-1-yl)propyl]-N-[(3S,4R)-3-hydroxy-3-methyl-chroman-4-yl]benzamide